2-(((5s,7r,8r,9s,10r)-8-hydroxy-7-(hydroxymethyl)-9-(4-(3,4,5-trifluorophenyl)-1H-1,2,3-triazol-1-yl)-1,6-dioxaspiro[4.5]dec-10-yl)oxy)-1-phenylethanone O[C@H]1[C@H](O[C@@]2(CCCO2)[C@@H]([C@H]1N1N=NC(=C1)C1=CC(=C(C(=C1)F)F)F)OCC(=O)C1=CC=CC=C1)CO